3,5-diaminobenzene sodium [Na].NC=1C=CC=C(C1)N